6-(4-Fluoro-1-(naphthalin-2-ylmethyl)-1H-indol-7-carboxamido)spiro[3.3]heptan FC1=C2C=CN(C2=C(C=C1)C(=O)NC1CC2(CCC2)C1)CC1=CC2=CC=CC=C2C=C1